ClC1=C(C=CC=C1OC)N1N=C2N=CC(=CC2=C1)C=O 2-(2-chloro-3-methoxyphenyl)-2H-pyrazolo[3,4-b]pyridine-5-formaldehyde